Cl.Cl.CC1=C(C=CC(=C1)C=1C=2N(C=C(N1)N1CCN(CC1)C)N=CC2)CN (2-methyl-4-(6-(4-methylpiperazin-1-yl)pyrazolo[1,5-a]pyrazin-4-yl)phenyl)methylamine dihydrochloride